FC1=C(C=C2C(=C(N(C2=C1)C1=CC(=C(C=C1)F)C)C(C)C)CCC(=O)O)OC 3-[6-Fluoro-1-(4-fluoro-3-methyl-phenyl)-2-isopropyl-5-methoxy-indol-3-yl]propanoic acid